CCCCC[C@@H](/C=C/[C@H]1[C@@H](C[C@@H]([C@H]1CCCCC(=O)O)O)O)O The molecule is a prostanoid that is prostaglandin F1alpha lacking two methylenes in the carboxyalkyl chain and having inverted stereochemistry at the 8-position. It derives from a prostaglandin F1alpha.